BrC1=CC=CC(=N1)C1CN(CCO1)C(=O)OC(C)(C)C tert-butyl 2-(6-bromo-2-pyridyl)morpholine-4-carboxylate